(1S)-1'-(7-bromo-6-methyl-pyrazolo[1,5-a]pyrazin-4-yl)-5-methoxy-spiro[indane-2,4'-piperidine]-1-amine BrC1=C(N=C(C=2N1N=CC2)N2CCC1(CC2)[C@@H](C2=CC=C(C=C2C1)OC)N)C